4-(benzothien-2-yl)-aniline S1C(=CC2=C1C=CC=C2)C2=CC=C(N)C=C2